(2Z)-2-{[4-(benzyloxy)-3-methoxyphenyl]carbonyl}-3-(dimethylamino)prop-2-enoic acid ethyl ester C(C)OC(\C(=C/N(C)C)\C(=O)C1=CC(=C(C=C1)OCC1=CC=CC=C1)OC)=O